5-fluoro-2-(piperazin-1-yl)benzoic acid FC=1C=CC(=C(C(=O)O)C1)N1CCNCC1